CP(=O)(C)C=1C=CC(=C(C1)N1OC(N=C1)=O)NCC#C (5-(dimethylphosphoryl)-2-(prop-2-yn-1-ylamino)phenyl)-1,2,4-oxadiazol-5(2H)-one